2,2'-(1-(5-(m-tolyl)oxazol-4-yl)propane-1,2-diyl)bis(N-ethylhydrazine-1-thiocarboxamide) C1(=CC(=CC=C1)C1=C(N=CO1)C(C(C)NNC(NCC)=S)NNC(NCC)=S)C